CC=1C=C(C=CC1O)C1(CCC(CC1)C)C1=CC(=C(C=C1)O)C 1,1-bis(3-methyl-4-hydroxyphenyl)-4-methylcyclohexane